OC1(CC(C1)C(=O)N1CC2(C1)CCC(CC2)CC2=CC(=CC=C2)C)C ((1s,3s)-3-Hydroxy-3-methylcyclobutyl)(7-(3-methylbenzyl)-2-azaspiro[3.5]nonan-2-yl)methanone